N4-(2-(4-methylpiperazin-1-yl)ethyl)-N2-(4-(trifluoromethyl)phenyl)quinazoline-2,4-diamine CN1CCN(CC1)CCNC1=NC(=NC2=CC=CC=C12)NC1=CC=C(C=C1)C(F)(F)F